(Z)-methyl 2-amino-4-bromo-3-fluoro-5-(2-fluorovinyl)benzoate NC1=C(C(=O)OC)C=C(C(=C1F)Br)\C=C/F